2-cyano-N-(3-cyano-4-(methylamino)furan-2-yl)-3-hydroxy-3-phenyl-acrylamide C(#N)C(C(=O)NC=1OC=C(C1C#N)NC)=C(C1=CC=CC=C1)O